4-(difluoromethyl)benzyl (4-(pyridin-4-ylmethyl)phenyl)carbamate N1=CC=C(C=C1)CC1=CC=C(C=C1)NC(OCC1=CC=C(C=C1)C(F)F)=O